COC=1C=C(C=C(C1)OC)[C@H](C(=O)NC=1SC(=NN1)N[C@H]1CN(CC1)C=1N=NC=CC1)OCC (2R)-2-(3,5-dimethoxyphenyl)-2-ethoxy-N-[5-[[(3R)-1-pyridazin-3-ylpyrrolidin-3-yl]amino]-1,3,4-thiadiazol-2-yl]acetamide